C(C)(=O)O[SiH]([SiH](OCC)OC(C)=O)OCC 1,2-diacetoxy-1,2-diethoxydisilane